5-chloro-6-(difluoromethoxy)-N-([1,2,3]triazolo[1,5-b]pyridazin-3-ylmethyl)nicotinamide ClC=1C(=NC=C(C(=O)NCC=2N=NN3N=CC=CC32)C1)OC(F)F